(S)-2-(6-Bromo-1H-benzo[d][1,2,3]triazol-1-yl)propan-1-ol BrC=1C=CC2=C(N(N=N2)[C@H](CO)C)C1